N-((1R,4R)-4-(2-oxa-6-azaspiro[3.3]heptan-6-yl)cyclohexyl)-2-(3-(2-amino-4-(methyl-sulfonyl)phenoxy)prop-1-yn-1-yl)-1-(2,2,2-trifluoro-ethyl)-1H-indol-4-amine C1OCC12CN(C2)C2CCC(CC2)NC=2C=1C=C(N(C1C=CC2)CC(F)(F)F)C#CCOC2=C(C=C(C=C2)S(=O)(=O)C)N